FC1=C(OC2=CC=C(C=N2)C(=O)C2=CNC3=NC=CC(=C32)N[C@H]3CO[C@@H](CC3)CO)C=CC=C1 (6-(2-fluorophenoxy)pyridin-3-yl)(4-(((3R,6S)-6-(hydroxymethyl)tetrahydro-2H-pyran-3-yl)amino)-1H-pyrrolo[2,3-b]pyridin-3-yl)methanone